(S)-5-(4-(2-hydroxy-1-phenylethylamino)-5-(1,3,4-oxadiazol-2-yl)pyrimidin-2-ylamino)-3,3-bis(methoxymethyl)isobenzofuran-1(3H)-one OC[C@H](C1=CC=CC=C1)NC1=NC(=NC=C1C=1OC=NN1)NC=1C=C2C(OC(C2=CC1)=O)(COC)COC